7-Chloro-6-(4-fluoro-6-methoxy-1H-benzo[d]imidazol-2-yl)-2-methyl-2H-pyrazolo-[4,3-b]pyridin-5(4H)-one ClC=1C=2C(NC(C1C1=NC3=C(N1)C=C(C=C3F)OC)=O)=CN(N2)C